NC1=CC=C(C=N1)/C=C/C(=O)NCC=1OC2=C(C1)C=C(C=C2Cl)C2=NC=C(C=N2)C(=O)OCC (E)-ethyl 2-(2-((3-(6-aminopyridin-3-yl)acrylamido)methyl)-7-chlorobenzofuran-5-yl)pyrimidine-5-carboxylate